dimethyl-(p-isopropylphenyl)sulfonium C[S+](C1=CC=C(C=C1)C(C)C)C